CN[C@@H](CCO)C(=O)O methyl-L-homoserine